Cyclopropyl-1'-(1-methyl-1H-pyrazol-5-yl)spiro[cyclohexane-1,3'-indolin]-2'-one C1(CC1)C1=C2C3(C(N(C2=CC=C1)C1=CC=NN1C)=O)CCCCC3